2,4-pyrimidinebisaldoxime N1=C(N=C(C=C1)C=NO)C=NO